2-((3R,4S)-3-Amino-4-fluoro-1-piperidinyl)-1-(2-(1-azetidinyl)-2-oxoethyl)-1H-benzimidazol-6-carbonitril N[C@@H]1CN(CC[C@@H]1F)C1=NC2=C(N1CC(=O)N1CCC1)C=C(C=C2)C#N